C(C)(C)C1C(NC(N1)=O)=O 5-isopropylimidazolidine-2,4-dione